(2R,3S)-2-methyl-3-{[6-(methylcarbamoyl)pyridin-3-yl]oxy}azetidine-1-carboxylic acid tert-butyl ester C(C)(C)(C)OC(=O)N1[C@@H]([C@H](C1)OC=1C=NC(=CC1)C(NC)=O)C